Methyl (2S)-2-(benzyloxycarbonylamino)-2-[(2S)-oxiran-2-yl]acetate C(C1=CC=CC=C1)OC(=O)N[C@H](C(=O)OC)[C@@H]1OC1